1-(2-methylsulphonylaminoethyl)-3-(2-thienyl)-1,2-dihydroquinoxalin-2-one CS(=O)(=O)NCCN1C(C(=NC2=CC=CC=C12)C=1SC=CC1)=O